4-((8-(3-Chlorobenzyl)-8-azabicyclo[3.2.1]octan-3-yl)amino)-N-methyl-1H-pyrrolo[2,3-b]pyridine-5-carboxamide ClC=1C=C(CN2C3CC(CC2CC3)NC3=C2C(=NC=C3C(=O)NC)NC=C2)C=CC1